OC1=C2C(OCC2=C(C(=C1CC=C(CCC(=O)O)C)OC)C)=O trans-6-(1,3-dihydro-4-hydroxy-6-methoxy-7-methyl-3-oxo-5-isobenzofuranyl)-4-methyl-4-hexenoic acid